methyl 2-[(4-{3-[(4-cyano-2-fluorophenyl)methoxy]-1H-pyrazol-1-yl}piperidin-1-yl)methyl]-1-[(1-ethyl-1H-imidazol-5-yl)methyl]-1H-benzimidazole-6-carboxylate C(#N)C1=CC(=C(C=C1)COC1=NN(C=C1)C1CCN(CC1)CC1=NC2=C(N1CC1=CN=CN1CC)C=C(C=C2)C(=O)OC)F